ClC=1N=NN(C1)C1=C(C=C(C=C1)C)N1CON(CO1)C(C(=O)OC(C)(C)C)CC1=CC=CC=C1 tert-butyl 2-(4-(2-(4-chloro-1H-1,2,3-triazol-1-yl)-5-methylphenyl)-2,5-dioxapiperazin-1-yl)-3-phenylpropionate